ClC1=C2C(=NC=C1C1=CC=CC(=N1)N1C(CN(CC1)C(=O)OC(C)(C)C)=O)NC=C2CC tert-butyl 4-(6-(4-chloro-3-ethyl-1H-pyrrolo[2,3-b]pyridin-5-yl) pyridin-2-yl)-3-oxopiperazine-1-carboxylate